tert-butyl 6-[5-[tert-butoxycarbonyl(methyl)amino]-2-pyridyl]-3-methyl-3,4-dihydro-2H-pyridine-1-carboxylate C(C)(C)(C)OC(=O)N(C=1C=CC(=NC1)C1=CCC(CN1C(=O)OC(C)(C)C)C)C